CC(C/C=C/[CH2])\C=C\C[CH2] (2E,6E)-5-methyl-1λ3,9λ3-nona-2,6-diene